[N+](=O)([O-])C1=CC=C(COC(O)C2=CC=CC=C2)C=C1 (4-nitrobenzyloxy)phenylmethanol